2-(1-((2-(2,6-dioxopiperidin-3-yl)-1-oxoisoindolin-5-yl)methyl)piperidin-4-yl)-1H-benzo[de]isoquinoline-1,3(2H)-dione O=C1NC(CCC1N1C(C2=CC=C(C=C2C1)CN1CCC(CC1)N1C(C2=CC=CC=3C2=C(C1=O)C=CC3)=O)=O)=O